C1(=CC(=CC(=C1)CC#N)CC#N)CC#N 1,3,5-benzenetriacetonitrile